tert-butyl (5-(1-(5,5-difluoro-2-oxotetrahydropyrimidin-1(2H)-yl)-2-(4,4-difluoropiperidin-1-yl)ethyl)thiazol-2-yl)carbamate FC1(CNC(N(C1)C(CN1CCC(CC1)(F)F)C1=CN=C(S1)NC(OC(C)(C)C)=O)=O)F